FC1(C[C@@H](CC1)NC(C)C1=C2C(=NC(=C1)C(=O)N)C(CC2)(C)C)F 4-(1-(((R)-3,3-difluorocyclopentyl)amino)ethyl)-7,7-dimethyl-6,7-dihydro-5H-cyclopenta[b]pyridine-2-carboxamide